FC1=CC=C(C(=O)N2CC(C2)(COC2=CC3=CC=C(C=C3C=C2)OC)C2CC(NCC2)=O)C=C1 4-(1-(4-fluorobenzoyl)-3-(((6-methoxynaphthalen-2-yl)oxy)methyl)azetidin-3-yl)piperidin-2-one